(propylamino)Methylsilane C(CC)NC[SiH3]